C(C1=CC=CC=C1)OC(N[C@H](C(NNCC1C(NCCC1)=O)=O)CC(C)C)=O benzyl((2S)-4-methyl-1-oxo-1-(2-((2-oxo-piperidin-3-yl)methyl)hydrazinyl)pentan-2-yl)carbamate